O\N=C(/C(=O)O)\C(\C)=N\C=1C=NC(=CC1)C (2z,3e)-2-hydroxyimino-3-[(6-methyl-3-pyridinyl)imino]butanoic acid